C(C)(C)(C)OC(=O)C1=CC=C(C=C1)N1C[C@H](OCC1)CN1CCN(CC1)C1=CC(=C(C(=O)OC)C=C1)F methyl 4-(4-[[(2R)-4-[4-(tert-butoxycarbonyl) phenyl] morpholin-2-yl] methyl] piperazin-1-yl)-2-fluorobenzoate